2-((3R*,4R*)-4-(((5-fluoro-6-((S)-3-(4-(trifluoromethyl)phenyl)morpholino)pyrimidin-4-yl)amino)methyl)-3-hydroxypiperidin-1-yl)acetamide FC=1C(=NC=NC1N1[C@H](COCC1)C1=CC=C(C=C1)C(F)(F)F)NC[C@@H]1[C@H](CN(CC1)CC(=O)N)O |o1:25,26|